ClC1=CC=C2C(=N1)N(C=C2C=2C(=CC1=C(N=CS1)C2)OC)COCC[Si](C)(C)C 5-(6-chloro-1-[[2-(trimethylsilyl)ethoxy]methyl]pyrrolo[2,3-b]pyridin-3-yl)-6-methoxy-1,3-benzothiazole